6-chloro-5-(4-((5-chloro-3-ethyl-2,4-dioxo-1,2,3,4-tetrahydroquinazolin-7-yl)methyl)piperazin-1-yl)-N-ethylpicolinamide ClC1=C(C=CC(=N1)C(=O)NCC)N1CCN(CC1)CC1=CC(=C2C(N(C(NC2=C1)=O)CC)=O)Cl